FC1=C(C=C(C(=C1)C(F)(F)F)F)NS(=O)(=O)C1=CNC(=C1)C1COCC1 N-[2,5-difluoro-4-(trifluoromethyl)phenyl]-5-(oxolan-3-yl)-1H-pyrrole-3-sulfonamide